C1(CC1)CN1C(N(C(C2=CC(=CC=C12)S(=O)(=O)NC1(CC1)C)=O)[C@H]1CNCC1)=O (R)-1-(cyclopropylmethyl)-N-(1-methylcyclopropyl)-2,4-dioxo-3-(pyrrolidin-3-yl)-1,2,3,4-tetrahydroquinazoline-6-sulfonamide